(S)-N-(5-(5-(1-acryloylpiperidin-3-yl)-1,2,4-oxadiazol-3-yl)pyridin-2-yl)-6-(thiazol-4-yl)picolinamide C(C=C)(=O)N1C[C@H](CCC1)C1=NC(=NO1)C=1C=CC(=NC1)NC(C1=NC(=CC=C1)C=1N=CSC1)=O